C(C)(=O)C1=C2C(=NN(C2=CC=C1)C)C#N acetyl-1-methyl-indazole-3-carbonitrile